1-tert-butyl 2-methyl (2S,4S)-4-aminopyrrolidine-1,2-dicarboxylate N[C@H]1C[C@H](N(C1)C(=O)OC(C)(C)C)C(=O)OC